[N+](=O)([O-])C=1C=C(C=CC1)C1=C2N(N=C1)C=C(N2)C2=CC=C(C=C2)OC2=CC=CC=C2 7-(3-nitrophenyl)-2-(4-phenoxyphenyl)-1H-imidazo[1,2-b]Pyrazole